ClC=1C=CC(=C(C1)S(=O)(=O)NC1=CC=2C(N3[C@@H](COC2N=C1)C[C@@H](C3)OC)=O)OC 5-chloro-2-methoxy-N-[(8S,9aR)-8-methoxy-5-oxo-8,9,9a,10-tetrahydro-5H,7H-pyrido[3,2-f]pyrrolo[2,1-c][1,4]oxazepin-3-yl]benzenesulfonamide